2-[5,6-difluoro-2-[[6-methoxy-5-[3-(4-methylmorpholin-4-ium-4-yl) propoxy]-1,3-benzothiazol-2-yl]methylcarbamoyl] indan-2-yl]acetate FC=1C=C2CC(CC2=CC1F)(C(NCC=1SC2=C(N1)C=C(C(=C2)OC)OCCC[N+]2(CCOCC2)C)=O)CC(=O)[O-]